CC(C)(C)OC(=O)NCC(=O)O N-alpha-t-BOC-glycine